C(CCC)C(C(O)(O)O)CCCC.FC(C1=NC(=NO1)C1=CC=C(C=C1)CNC(CC)=O)(F)F N-[[4-[5-(trifluoromethyl)-1,2,4-oxadiazol-3-yl]phenyl]methyl]propanamide dibutyl-orthoacetate